rac-5-(aminomethyl)-5-(pyridin-2-yl)imidazolidine-2,4-dione NC[C@]1(C(NC(N1)=O)=O)C1=NC=CC=C1 |r|